C1NCCC2=NN3C(CNCC3C(=O)N)=C21 1,2,3,4,7,8,9,10-octahydropyrido[4',3':3,4]Pyrazolo[1,5-a]Pyrazine-7-Formamide